(E)-1-[2-Hydroxy-4,6-bis(benzyloxy)phenyl]-3-phenyl-2-propene OC1=C(C(=CC(=C1)OCC1=CC=CC=C1)OCC1=CC=CC=C1)C\C=C\C1=CC=CC=C1